1-(3-fluoro-4-(piperazin-1-yl)benzyl)pyrimidine-2,4(1H,3H)-dione FC=1C=C(CN2C(NC(C=C2)=O)=O)C=CC1N1CCNCC1